2-(6-{5-chloro-2-[(oxetan-3-yl)amino]pyrimidin-4-yl}-1-oxo-2,3-dihydro-1H-isoindol-2-yl)-N-[(1S)-2-hydroxy-1-(3-methoxyphenyl)-ethyl]acetamide ClC=1C(=NC(=NC1)NC1COC1)C1=CC=C2CN(C(C2=C1)=O)CC(=O)N[C@H](CO)C1=CC(=CC=C1)OC